Cl.CC1=NC(=CC=C1C=1CCNCC1)C(=O)O methyl-1',2',3',6'-tetrahydro-[3,4'-bipyridine]-6-carboxylic acid hydrochloride